NCC(=O)NC1=CC=C(S1)C(=O)NC1=C(C=CC(=C1)Cl)OCCOC 5-(2-Aminoacetamido)-N-(5-chloro-2-(2-methoxyethoxy)phenyl)thiophene-2-carboxamide